imidazo[4,5-d]pyrrolo[2,3-b]pyridin-6(1H)-carboxylate N1C=NC=2C1=C1C(=NC2)N(C=C1)C(=O)[O-]